OC=1N=CC(=NC1)C1CCC2(C(C3=CC=CC=C3C2)=O)CC1 4-(5-Hydroxypyrazin-2-yl)spiro[cyclohexane-1,2'-indene]-1'(3'H)-one